FC=1C=C(CNC(OC(C)(C)C)=O)C=C(C1C(NO)=N)F tert-butyl (3,5-difluoro-4-(N-hydroxycarbamimidoyl)benzyl)carbamate